Cl.FC1=C(C(=CC(=C1)\C=C\C1=CC=C(C=C1)N1CCCC1)/C=N/N1CCNCC1)O 2-fluoro-6-((E)-(piperazin-1-ylimino)methyl)-4-((E)-4-(pyrrolidin-1-yl)styryl)phenol hydrochloride